1-[2-(3,5-di-tert-butyl-4-hydroxyphenylpropionyloxy)ethyl]-4-(3,5-di-tert-butyl-4-hydroxyphenylpropionyloxy)-2,2,6,6-tetramethylpiperidine C(C)(C)(C)C=1C=C(C=C(C1O)C(C)(C)C)CCC(=O)OCCN1C(CC(CC1(C)C)OC(CCC1=CC(=C(C(=C1)C(C)(C)C)O)C(C)(C)C)=O)(C)C